1-(5-Benzyl-4H-1,2,4-triazole-3-carbonyl)-6'-chloro-5'-fluoro-1'H-spiro[piperidine-3,4'-quinolin]-2'(3'H)-one C(C1=CC=CC=C1)C=1NC(=NN1)C(=O)N1CC2(CC(NC3=CC=C(C(=C23)F)Cl)=O)CCC1